2-mercapto-6-methylpyrimidin-4(3H)-one SC1=NC(=CC(N1)=O)C